CC(N)(C)C(=O)N 2-methyl-alaninamide